tert-butyl 3-(6-oxo-1,6-dihydropyridin-3-yl)piperidine-1-carboxylate O=C1C=CC(=CN1)C1CN(CCC1)C(=O)OC(C)(C)C